The molecule is a 2-acyl-sn-glycero-3-phosphoserine in which the 2-acyl group is specified as arachidonoyl. It derives from an arachidonic acid. It is a conjugate acid of a 2-arachidonoyl-sn-glycero-3-phospho-L-serine(1-). CCCCC/C=C\\C/C=C\\C/C=C\\C/C=C\\CCCC(=O)O[C@H](CO)COP(=O)(O)OC[C@@H](C(=O)O)N